4-[(4-Chlorophenyl)methyl]-1-methyl-pyrazole ClC1=CC=C(C=C1)CC=1C=NN(C1)C